O=C1C=C(OC=C1)C=1C=NC=CC1 4-oxo-2-(pyridin-3-yl)-4H-pyran